C(C)(C)O\N=C(/C)\C=1C(NC(N(C1)COC)=O)=O (E)-5-(1-(isopropoxyimino)ethyl)-1-(methoxymethyl)pyrimidine-2,4(1H,3H)-dione